1-(2-hydroxyethyl)-4-methyl-N-[4-(methylthio)phenyl]-5-[2-(trifluoromethyl)phenyl]-1H-pyrrole-3-formamide OCCN1C=C(C(=C1C1=C(C=CC=C1)C(F)(F)F)C)C(=O)NC1=CC=C(C=C1)SC